methyl (2S)-3-(6-aminopyridin-3-yl)-2-{[(tert-butoxy)carbonyl]amino}propanoate NC1=CC=C(C=N1)C[C@@H](C(=O)OC)NC(=O)OC(C)(C)C